C(C)(C)(C)OC(=O)N1CCC(CC1)(C1=CC(=CC=C1)OC)C(N)=O 4-Carbamoyl-4-(3-methoxyphenyl)piperidine-1-carboxylic acid tert-butyl ester